(1R,3s)-3-((S)-(4-methyl-4H-1,2,4-triazol-3-yl)(3-(6-(((1-methylcyclobutyl)amino)methyl)-1-oxo-4-(trifluoromethyl)isoindolin-2-yl)phenyl)methyl)cyclobutane-1-carbonitrile CN1C(=NN=C1)[C@H](C1CC(C1)C#N)C1=CC(=CC=C1)N1C(C2=CC(=CC(=C2C1)C(F)(F)F)CNC1(CCC1)C)=O